5-bromo-2-[6-(1,1-difluoroethyl)-3-methylimidazo[4,5-b]pyridin-2-yl]-3-(ethanesulfonyl)pyridine BrC=1C=C(C(=NC1)C1=NC=2C(=NC=C(C2)C(C)(F)F)N1C)S(=O)(=O)CC